Br[C@@H]1[C@H]([C@H](C2=C(C=CC(=C12)Br)S(=O)(=O)C)O)F (1S,2S,3S)-3,4-dibromo-2-fluoro-7-methylsulfonyl-2,3-dihydro-1H-inden-1-ol